2-((1s,6r)-6-amino-2,2-difluorocyclohexyl)-3-bromo-5-chloro-N-(thiophen-2-ylmethyl)thieno[3,2-b]pyridin-7-amine trifluoroacetate FC(C(=O)O)(F)F.N[C@@H]1CCCC([C@H]1C1=C(C2=NC(=CC(=C2S1)NCC=1SC=CC1)Cl)Br)(F)F